C(C=1C(=CC=CC1)OC)CC=C 3-(2-anisyl)-1-propene